ClC1=NC(=C2N=CN(C2=N1)C(C)C)NCC=1C(=NC=CC1)C=1C=NC(=CC1)OC(F)F 2-chloro-N-{[6'-(difluoromethoxy)-[2,3'-bipyridin]-3-yl]methyl}-9-isopropylpurin-6-amine